4-(azetidin-3-yl)-2-fluoro-6-methylbenzoic acid methyl ester TFA salt OC(=O)C(F)(F)F.COC(C1=C(C=C(C=C1C)C1CNC1)F)=O